COC=1C=C2C(=NC(=NC2=CC1C#CCCN1CCCC1)N1CCCC1)NC1CCN(CC1)CCC 6-methoxy-N-(1-propylpiperidine-4-yl)-2-(pyrrolidine-1-yl)-7-(4-(pyrrolidine-1-yl)but-1-yn-1-yl)quinazolin-4-amine